2-Methoxyethyl 2,4-dimethyl-5-oxo-6-(3-((pyridin-4-ylmethyl)carbamoyl)phenyl)-5,6-dihydrobenzo[c][2,7]naphthyridine-1-Carboxylate CC1=C(C=2C3=C(N(C(C2C(=N1)C)=O)C1=CC(=CC=C1)C(NCC1=CC=NC=C1)=O)C=CC=C3)C(=O)OCCOC